bis(tertbutyl-peroxy)-cyclohexane C(C)(C)(C)OOC1(CCCCC1)OOC(C)(C)C